tert-butyl (4S)-3,3-difluoro-4-hydroxypiperidine-1-carboxylate FC1(CN(CC[C@@H]1O)C(=O)OC(C)(C)C)F